tri(dimethylamino)phosphorus CN(C)P(N(C)C)N(C)C